ClC1=CC(=NC=C1C#N)C1CC1 4-chloro-6-cyclopropyl-nicotinonitrile